C1(=CC=CC=C1)C(C)N1CCCCC1 1-phenylethyl-piperidine